C(CCCCCCCCCCCCCCCCCCCCCCCCCCCCCCCC)O tritriacontane-1-ol